CC1=CC=C(C=C1)NC(N)=N 3-(4-methylphenyl)guanidine